8-(5-((3,4-dichlorophenyl)difluoromethyl)-1,3,4-oxadiazol-2-yl)-2-((S)-2,2-dimethylcyclopropane-1-carbonyl)-6-(thiazol-5-ylmethyl)-2,6-diazaspiro[3.4]octan-5-one ClC=1C=C(C=CC1Cl)C(C1=NN=C(O1)C1CN(C(C12CN(C2)C(=O)[C@@H]2C(C2)(C)C)=O)CC2=CN=CS2)(F)F